C1(CC1)C(NC(=O)[C@H]1N(C[C@@H](C1)O)C([C@@H](C(C)(C)C)N1N=NC(=C1)C1CC1)=O)C1=C(C=C(C=C1)F)F (2S,4R)-N-[cyclopropyl-(2,4-difluorophenyl)methyl]-1-[(2R)-2-(4-cyclopropyltriazol-1-yl)-3,3-dimethyl-butanoyl]-4-hydroxy-pyrrolidine-2-carboxamide